C1(=CC=CC=C1)CC(=O)OC=C vinyl phenylacetate